tri(octadecyl) phosphite P(OCCCCCCCCCCCCCCCCCC)(OCCCCCCCCCCCCCCCCCC)OCCCCCCCCCCCCCCCCCC